C[C@@H]1N(CCC1)CC1=CC=2C=NC(=CC2N1COCC[Si](C)(C)C)N=C(C1=CC=CC=C1)C1=CC=CC=C1 N-[2-[[(2S)-2-Methylpyrrolidin-1-yl]methyl]-1-(2-trimethylsilylethoxymethyl)pyrrolo[3,2-c]pyridin-6-yl]-1,1-diphenylmethanimine